C(CCC)OC1=C(C=C(C(=O)Cl)C=C1OC)OC 4-butoxy-3,5-dimethoxybenzoyl chloride